3-[3-[4-chloro-2,6-diisopropyl-phenyl]-ureidosulfonyl]-N-methyl-benzenesulfonamide ClC1=CC(=C(C(=C1)C(C)C)NC(NS(=O)(=O)C=1C=C(C=CC1)S(=O)(=O)NC)=O)C(C)C